1-((R)-4-((5-(1-((S)-1,1-difluoropropan-2-yl)-1H-benzo[d][1,2,3]triazol-6-yl)-6-fluoro-4-methoxypyrrolo[2,1-f][1,2,4]triazin-2-yl)amino)-3,3-difluoropyrrolidin-1-yl)ethan-1-one FC([C@H](C)N1N=NC2=C1C=C(C=C2)C=2C(=CN1N=C(N=C(C12)OC)N[C@H]1C(CN(C1)C(C)=O)(F)F)F)F